4-Nitroo-xylene [N+](=O)([O-])C=1C=C(C(=CC1)C)C